C[SiH2]C=CC methyl-1-propenylsilane